C1(CC1)C([C@H](NC(=O)C1=NON=C1C)C=1N=C2N(N=CC(=C2)C(C(=O)OCC)CC(F)F)C1)C1CC1 Ethyl 2-(2-{(1S)-2,2-dicyclopropyl-1-[(4-methyl-1,2,5-oxadiazole-3-carbonyl)amino]-ethyl}imidazo[1,2-b]pyridazin-7-yl)-4,4-difluorobutanoate